bis(trichloromethyl)-s-triazine ClC(Cl)(Cl)C1=NC(=NC=N1)C(Cl)(Cl)Cl